BrC1=C2C=NC(=NC2=CC=C1)NC(C(C)(C)C)=O N-(5-bromoquinazolin-2-yl)pivaloamide